(S)-N-(4-Cyano-3-(trifluoromethyl)phenyl)-3-(3-(4-fluorophenyl)-1H-pyrazol-1-yl)-2-hydroxy-2-methylpropanamide C(#N)C1=C(C=C(C=C1)NC([C@@](CN1N=C(C=C1)C1=CC=C(C=C1)F)(C)O)=O)C(F)(F)F